NC1=NC2=CC(=CC=C2C=C1)C=1C=NN(C1C1=C(C2=C(S1)C=CC=C2)C#N)C 2-(4-(2-aminoquinolin-7-yl)-1-methyl-1H-pyrazol-5-yl)benzo[b]thiophene-3-carbonitrile